C(C)OC=1C=CC(=NC1)C=1N(C(=NN1)C1CC(C1)NC(=O)C1=NC(=CC=C1)C(F)(F)F)C1=C(C=CC=C1)F N-((1S,3r)-3-(5-(5-ethoxypyridin-2-yl)-4-(2-fluorophenyl)-4H-1,2,4-triazol-3-yl)cyclobutyl)-6-(trifluoromethyl)pyridineamide